N[C@@H]1C2=C(OC13CCN(CC3)C=3C(=NC(=C(N3)C)C3=C(C(=CC=C3)Cl)Cl)C(=O)OCC)C=CC=C2 ethyl (R)-3-(3-amino-3H-spiro[benzofuran-2,4'-piperidin]-1'-yl)-6-(2,3-dichlorophenyl)-5-methylpyrazine-2-carboxylate